4-(2-chlorophenyl)-6-cyclopropyl-1-imino-pyrido[1,2-c]pyrimidin-3-one ClC1=C(C=CC=C1)C1=C2N(C(NC1=O)=N)C=CC(=C2)C2CC2